[1-[6-(2,4-dimethoxypyrimidin-5-yl) furo[2,3-d]pyrimidin-4-yl]-4,4-difluoro-pyrrolidin-3-yl] 8-oxa-3-azabicyclo[3.2.1]octane-3-carboxylate C12CN(CC(CC1)O2)C(=O)OC2CN(CC2(F)F)C=2C1=C(N=CN2)OC(=C1)C=1C(=NC(=NC1)OC)OC